O1CC(C1)N1CCC(CC1)S(=O)(=O)N 1-(oxetan-3-yl)piperidine-4-sulfonamide